C(#C)C1=CC(=C(C=N1)C1=C(C2=C(N=CN=C2N)N1C)C1=NC=C(C=C1)OC1=NC=CC(=N1)C)C 6-(6-ethynyl-4-methylpyridin-3-yl)-7-methyl-5-(5-((4-methylpyrimidin-2-yl)oxy)pyridin-2-yl)-7H-pyrrolo[2,3-d]pyrimidin-4-amine